C(CCCCC)C1=CC=C(C=C1)C1=NN=C(C2=CC=CC=C12)NCC1=CC=C(C=C1)OC 4-(4-hexylphenyl)-N-(4-methoxybenzyl)phthalazin-1-amine